NC=1N=C(SC1C(C1=CC=C(C=C1)O)=O)N(C1=CC=C(C=C1)F)C(C(=O)N)C 2-(N-[4-Amino-5-(4-hydroxybenzoyl)thiazol-2-yl]-4-fluoroanilino)propanamid